2-((2S)-1-Acryloyl-4-(7-(indolin-1-yl)-2-(((S)-1-methylpyrrolidin-2-yl)methoxy)-5,6,7,8-tetrahydroquinazolin-4-yl)piperazin-2-yl)acetonitrile C(C=C)(=O)N1[C@H](CN(CC1)C1=NC(=NC=2CC(CCC12)N1CCC2=CC=CC=C12)OC[C@H]1N(CCC1)C)CC#N